(4-Bromo-1-methyl-1H-pyrazol-3-yl)-{4-[2-(4-fluoro-phenyl)-ethyl]-piperazin-1-yl}-methanone BrC=1C(=NN(C1)C)C(=O)N1CCN(CC1)CCC1=CC=C(C=C1)F